tert-butyl 4-(5-bromothiophen-2-yl)-3-hydroxypiperidine-1-carboxylate BrC1=CC=C(S1)C1C(CN(CC1)C(=O)OC(C)(C)C)O